ethyl 2-cyano-3,4-dihydroxybenzoate C(#N)C1=C(C(=O)OCC)C=CC(=C1O)O